C(#N)C1=NC2=CC(=CC(=C2N=C1N1CC(CC1)(F)F)[C@@H](C)NC1=C(C(=O)O)C=CC=C1)C (R)-2-((1-(2-cyano-3-(3,3-difluoropyrrolidin-1-yl)-7-methylquinoxalin-5-yl)ethyl)amino)benzoic acid